(S)-6-Chloro-1-(6-(3-methoxytetrahydrofuran-3-yl)-4-methylpyridin-2-yl)-3-methyl-1H-pyrrolo[3,2-c]pyridine ClC1=CC2=C(C=N1)C(=CN2C2=NC(=CC(=C2)C)[C@@]2(COCC2)OC)C